ClC1=NC(=CC=C1C)Cl 2,6-Dichloro-3-methylpyridine